ethyl 1-{[(ethylthio)carbonyl]oxy}ethyl-2-methylpropionate C(C)SC(=O)OC(C)C(C(=O)OCC)(C)C